FC(C1=NN=C(O1)C1=CC=2N(C=C1)C=C(N2)CN(C(=O)C2CN(C2)C(CO)=O)C2=CC=CC=C2)F N-((7-(5-(difluoromethyl)-1,3,4-oxadiazol-2-yl)imidazo[1,2-a]pyridin-2-yl)methyl)-1-(2-hydroxyacetyl)-N-phenylazetidine-3-carboxamide